ClC=1C(=C(C=CC1)NC=1N(C2=NC(=NC=C2N1)N[C@H](CO)C)C1CCC(CC1)C(=O)N)F (1R,4s)-4-(8-(3-chloro-2-fluorophenylamino)-2-((S)-1-hydroxypropan-2-ylamino)-9H-purin-9-yl)cyclohexanecarboxamide